(E)-3-(4-(2-(5-cyclopropyl-3-(3,5-dichloropyridin-4-yl)isoxazol-4-yl)vinyl)-2-oxabicyclo[2.2.2]oct-1-yl)-5-(trifluoromethyl)benzoic acid C1(CC1)C1=C(C(=NO1)C1=C(C=NC=C1Cl)Cl)/C=C/C12COC(CC1)(CC2)C=2C=C(C(=O)O)C=C(C2)C(F)(F)F